C(=O)(O)C1=C(C(=O)NC=2C=C(C=CC2C(=O)O)C2=CC(=C(C=C2)F)F)C=CC(=C1)C(N=S(=O)(C)C)=O 3-(2-carboxy-4-{[dimethyl(oxo)-λ6-sulfanylidene]carbamoyl}benzamido)-3',4'-difluoro-[1,1'-biphenyl]-4-carboxylic acid